methyl 2-[(3R)-3-fluoropyrrolidin-1-yl]-5,7-dihydrofuro[3,4-b]pyridine-3-carboxylate F[C@H]1CN(CC1)C1=C(C=C2C(=N1)COC2)C(=O)OC